1-[4-(2,3-dimethylphenyl)piperazin-1-yl]-2-{3-[(3S,4R)-4-hydroxy-3-methylpiperidine-1-carbonyl]-5,6-dihydrocyclopenta[c]pyrazol-1(4H)-yl}ethan-1-one CC1=C(C=CC=C1C)N1CCN(CC1)C(CN1N=C(C2=C1CCC2)C(=O)N2C[C@@H]([C@@H](CC2)O)C)=O